CC(/C=C/C(C(=O)O)NC(C1=CC(=CC=C1)N1N=NN=C1)=O)(C)C (E)-5,5-dimethyl-2-[m-(1H-tetraazol-1-yl)benzoylamino]-3-hexenoic acid